N'-[(1E)-(2,6-dibromophenyl)[methyl(phenyl)amino]methylidene]benzenesulfonohydrazide BrC1=C(C(=CC=C1)Br)/C(=N\NS(=O)(=O)C1=CC=CC=C1)/N(C1=CC=CC=C1)C